phenyl-diethyl-nitrogen C1(=CC=CC=C1)N(CC)CC